ClC1=C2C(=NN(C2=C(C=C1)N1C(=NC2=CC=CC(=C2C1=O)F)[C@H](CC1=CC(=CC(=C1)F)F)NC(OC(C)(C)C)=O)C)N(S(=O)(=O)C)CC1=CC=C(C=C1)OC tert-butyl (S)-(1-(3-(4-chloro-3-(N-(4-methoxybenzyl)methylsulfonamido)-1-methyl-1H-indazol-7-yl)-5-fluoro-4-oxo-3,4-dihydroquinazolin-2-yl)-2-(3,5-difluorophenyl)ethyl)carbamate